(S)-1-(3-(4-Cyanophenyl)-1-(indolin-1-yl)-1-oxopropan-2-yl)-3-(4-fluorophenyl)urea C(#N)C1=CC=C(C=C1)C[C@@H](C(=O)N1CCC2=CC=CC=C12)NC(=O)NC1=CC=C(C=C1)F